(S)-N-(2-(2-cyano-4,4-difluoropyrrolidin-1-yl)-2-oxoethyl)-6-(trimethylstannyl)quinoline-4-carboxamide C(#N)[C@H]1N(CC(C1)(F)F)C(CNC(=O)C1=CC=NC2=CC=C(C=C12)[Sn](C)(C)C)=O